C(C=C)OC(=O)N1CC(C1)S(=O)(=O)C1=CC=C(C=C1)OC[C@@H]1CN[C@@H](C1)C 3-((4-(((3s,5r)-5-methylpyrrolidin-3-yl)methoxy)phenyl)sulfonyl)azetidine-1-carboxylic acid allyl ester